4-amino-7-fluoro-8-(6-fluoro-2-methoxypyridin-3-yl)-N-propylisoquinoline-3-carboxamide NC1=C(N=CC2=C(C(=CC=C12)F)C=1C(=NC(=CC1)F)OC)C(=O)NCCC